2-(3-(3-(benzyloxy)phenyl)cyclopentyl)-N-methoxy-N-methylacetamide C(C1=CC=CC=C1)OC=1C=C(C=CC1)C1CC(CC1)CC(=O)N(C)OC